(4R,5R)-2-(imidazo[1,2-a]pyrazin-2-yl)-4,5-diphenyl-4,5-dihydroxyoxazol N=1C(=CN2C1C=NC=C2)C=2O[C@]([C@](N2)(O)C2=CC=CC=C2)(O)C2=CC=CC=C2